methyl 5-(2-(hydroxymethyl)-1H-imidazol-1-yl)pentanoate OCC=1N(C=CN1)CCCCC(=O)OC